CC1=C(C(=C2C=NN(C2=C1)C1OCCCC1)B(O)O)OC(F)(F)F (6-methyl-1-(tetrahydro-2H-pyran-2-yl)-5-(trifluoromethoxy)-1H-indazol-4-yl)boronic acid